C(CCCCC)OC Hexylmethyl ether